FC1=C(CNC2=NC(=NC=C2C(=O)N)NC=2C=NN(C2)C2CCCCCC2)C(=CC=C1)OC 4-[(2-fluoro-6-methoxybenzyl)amino]-2-[(1-cycloheptyl-1H-pyrazol-4-yl)amino]pyrimidin-5-carboxamide